17-azido-N-(2-(dimethylamino)ethyl)-3,6,9,12,15-pentaoxaheptadecanamide N(=[N+]=[N-])CCOCCOCCOCCOCCOCC(=O)NCCN(C)C